3-((tert-butyldiphenylsilyl) oxy)-2,2-difluoropropyl trifluoromethanesulfonate FC(S(=O)(=O)OCC(CO[Si](C1=CC=CC=C1)(C1=CC=CC=C1)C(C)(C)C)(F)F)(F)F